[C].ClC1=C(C(=CC=C1)F)NC(C1=C(C=C(C(=C1)F)N1N=C2COCCCN2C1=O)O[C@H](C(F)(F)F)C)=O N-(2-chloro-6-fluorophenyl)-5-fluoro-4-(3-oxo-6,7-dihydro-3H,5H-[1,2,4]triazolo[3,4-c]-[1,4]oxazepin-2(9H)-yl)-2-{[(2S)-1,1,1-trifluoroprop-2-yl]oxy}benzamide carbon